1,3-bis(isobutyrylamino)-5-pivaloylaminobenzene C(C(C)C)(=O)NC1=CC(=CC(=C1)NC(C(C)(C)C)=O)NC(C(C)C)=O